COC(=O)C1=NC2=CC(=CC(=C2N=C1)C=1SC2=C(N1)C(=CC(=C2)OCCNS(=O)(=O)C2=CC=C(C=C2)F)C)C 5-(6-(2-(4-fluorophenylsulphonamido)ethoxy)-4-methylbenzo[d]thiazol-2-yl)-7-methylquinoxaline-2-carboxylic acid methyl ester